N-(6-((4-(4-Isopropoxypyridin-2-yl)thiazol-2-yl)amino)-5-(trifluoromethyl)pyridin-3-yl)-N-methylacetamide C(C)(C)OC1=CC(=NC=C1)C=1N=C(SC1)NC1=C(C=C(C=N1)N(C(C)=O)C)C(F)(F)F